N,N'-bis(n-heptyl)-4,4'-bipyridylium C(CCCCCC)[N+]1=CC=C(C=C1)C1=CC=[N+](C=C1)CCCCCCC